3-[6-(3-piperidyl)-2-pyridyl]pyrazolo[1,5-a]pyridin-5-amine N1CC(CCC1)C1=CC=CC(=N1)C=1C=NN2C1C=C(C=C2)N